C(C)C(CCC)C=1[N+](=C(NC1)S(=O)(=O)C)CCCC 1-ethylbutylmethylsulfonyl-3-butylimidazolium